4-((5-((2-methoxyethoxy)methyl)-2-phenyl-1H-indol-7-yl)amino)-1-methylcyclohexane-1-ol COCCOCC=1C=C2C=C(NC2=C(C1)NC1CCC(CC1)(O)C)C1=CC=CC=C1